(S)-3-isopropyl-N8-(1-phenylethyl)-N6-(piperidin-4-yl)imidazo[1,2-b]pyridazine-6,8-diamine formate salt C(=O)O.C(C)(C)C1=CN=C2N1N=C(C=C2N[C@@H](C)C2=CC=CC=C2)NC2CCNCC2